ClC1=C(C=C(C=C1)N1[C@@H](CCCC1)C)F (R)-1-(4-chloro-3-fluorophenyl)-2-methylpiperidine